(2S)-2-[(methylcarbamoyl)amino]-N,N-bis(2-thienylmethyl)hexanamide CNC(=O)N[C@H](C(=O)N(CC=1SC=CC1)CC=1SC=CC1)CCCC